C(C1=CC=CC=C1)OC(=O)N1CC2C(C1)CC(C2)(C)NC=O 5-formylamino-5-methyl-hexahydrocyclopenta[c]pyrrole-2(1H)-carboxylic acid benzyl ester